C1(CC1)NC1=CC=C2C(=C(C(N(C2=C1)C)=O)C#N)N1CCC(CC1)(C=1OC2=C(N1)C=C(C=C2)C)C 7-(cyclopropylamino)-1-methyl-4-[4-methyl-4-(5-methyl-1,3-benzoxazol-2-yl)piperidin-1-yl]-2-oxo-1,2-dihydroquinoline-3-carbonitrile